3-(5-(5-chloro-4-(pyrrolidin-1-ylmethyl)-1H-pyrrolo[2,3-b]pyridin-6-yl)-1-oxoisoindolin-2-yl)piperidine-2,6-dione ClC=1C(=C2C(=NC1C=1C=C3CN(C(C3=CC1)=O)C1C(NC(CC1)=O)=O)NC=C2)CN2CCCC2